sodium (2S,5R)-2-(N-((3-methoxy-3-oxopropyl)sulfonyl)carbamimidoyl)-7-oxo-1,6-diazabicyclo[3.2.1]octan-6-yl sulfate S(=O)(=O)(ON1[C@@H]2CC[C@H](N(C1=O)C2)C(NS(=O)(=O)CCC(=O)OC)=N)[O-].[Na+]